C(C)(C)(C)OC(NC=1C=NC(=CC1)C(NC)=O)=O.BrC1=CC=C(C(=N1)COC)NS(=O)(=O)C N-(6-bromo-2-(methoxymethyl)pyridin-3-yl)methanesulfonamide tert-Butyl-N-[6-(methylcarbamoyl)-3-pyridyl]carbamate